FC=1C=C2C=C(NC2=CC1OCC1=NOC=C1)CNC(=O)N1CCCC1 N-((5-fluoro-6-(isoxazol-3-ylmethoxy)-1H-indol-2-yl)methyl)pyrrolidine-1-carboxamide